ClC=1C=C2C=CN(C2=C(C1)C1=C2C(=NC=C1)C=C(S2)CN2C(CNCC2=O)=O)CC2(CCNCC2)C#N 4-((5-chloro-7-(2-((2,6-dioxopiperazin-1-yl)methyl)thieno[3,2-b]pyridin-7-yl)-1H-indol-1-yl)methyl)piperidine-4-carbonitrile